(2R,4R,4aR,6S,8aS)-6-(Hydroxymethyl)-4-[2-hydroxy-4-(2-methyl-2-octanyl)phenyl]decahydro-2-naphthalenol OC[C@@H]1C[C@H]2[C@@H](C[C@@H](C[C@@H]2CC1)O)C1=C(C=C(C=C1)C(C)(CCCCCC)C)O